CC1=C(C(=O)P)C(=CC(=C1)C)C.[Li] Lithium 2,4,6-trimethylbenzoyl-phosphine